2-(4-(6-ethynyl-4-methyl-2,3-dioxo-3,4-dihydroquinoxalin-1(2H)-yl)piperidin-1-yl)pyrimidine C(#C)C=1C=C2N(C(C(N(C2=CC1)C1CCN(CC1)C1=NC=CC=N1)=O)=O)C